ClCC=1N=C(SC1)N(CC=1C=C2C=CC=NC2=CC1)CC1=CC(=CC=C1)OC 4-(chloromethyl)-N-(3-methoxybenzyl)-N-(quinolin-6-ylmethyl)thiazol-2-amine